BrC1=NN2C(N(C(C=C2N2C[C@H](N(C[C@@H]2C)C(=O)OC(C)(C)C)CC)=O)C)=C1 tert-butyl (2R,5S)-4-(2-bromo-4-methyl-5-oxo-4,5-dihydropyrazolo[1,5-a]pyrimidin-7-yl)-2-ethyl-5-methylpiperazine-1-carboxylate